(2R,6R)-4-({2-[(2,6-dichloropyridin-3-yl)oxy]-6-fluorophenyl}methyl)-6-methyl-1-(2-methylpropanoyl)-N-{[4-(pyrimidin-2-yl)phenyl]methyl}piperazine-2-carboxamide ClC1=NC(=CC=C1OC1=C(C(=CC=C1)F)CN1C[C@@H](N([C@@H](C1)C)C(C(C)C)=O)C(=O)NCC1=CC=C(C=C1)C1=NC=CC=N1)Cl